C(C)(C)(C)C=1C=C(C#N)C=CC1OC1=C(C=C(C=C1)N1C(NC=2C1=NC=CC2)=O)F 3-tert-butyl-4-[2-fluoro-4-(2-oxo-1H-imidazo[4,5-b]pyridin-3-yl)phenoxy]benzonitrile